3-ethyl-9'-methoxy-1,3-dimethyl-spiro(indoline-2,3'-(3H)naphtho(2,1-b)(1,4)-oxazine) C(C)C1(C2=CC=CC=C2N(C12C=NC1=C(O2)C=CC2=CC=C(C=C21)OC)C)C